N-(7-cyclopentylpyrazolo[1,5-a]pyrimidin-6-yl)-N'-(5-methyl-6-{5-[2-(2-oxoethoxy)ethyl]-1,2,4-oxadiazol-3-yl}pyridin-3-yl)urea C1(CCCC1)C1=C(C=NC=2N1N=CC2)NC(=O)NC=2C=NC(=C(C2)C)C2=NOC(=N2)CCOCC=O